2-[4-[7-isopropoxy-6-(phenylcarbamoyl)imidazo[1,2-a]pyridin-2-yl]-1-piperidinyl]acetic acid C(C)(C)OC1=CC=2N(C=C1C(NC1=CC=CC=C1)=O)C=C(N2)C2CCN(CC2)CC(=O)O